pyrazole-3,4-dicarboxylic acid N1N=C(C(=C1)C(=O)O)C(=O)O